ethyl 3-(3,5,6-trimethylpyrazin-2-yl)-3-oxopropanoate CC=1C(=NC(=C(N1)C)C)C(CC(=O)OCC)=O